Cl.COC(=O)[C@]1(CNCC1)C (R)-3-Methyl-pyrrolidine-3-carboxylic acid methyl ester, hydrochloride salt